3-(N,N-dimethylamino)tetrahydropyrrole CN(C)C1CNCC1